6-hydroxy-1-(propan-2-yl)-1,2,3,4-tetrahydroquinolin-2-one OC=1C=C2CCC(N(C2=CC1)C(C)C)=O